C(C)(C)(C)OC(=O)N1C[C@@H](CCC1)N1C(N(C=2C(=NC=CC21)NCC=C)C2=CC=C(C=C2)OC2=CC=CC=C2)=O.FC(CPCC(CC)F)CC di-(2-fluoro-butyl)phosphine tert-butyl-(R)-3-(4-(allylamino)-2-oxo-3-(4-phenoxyphenyl)-2,3-dihydro-1H-imidazo[4,5-c]pyridin-1-yl)piperidine-1-carboxylate